ClC1=C(C(=CC=C1)Cl)C1CN(C1)C1=CC=C(CN2CCC(CC2)C(=O)OC)C=C1 methyl 1-(4-(3-(2,6-dichlorophenyl)azetidin-1-yl)benzyl)piperidine-4-carboxylate